trifluoromethanesulfonic acid [4-(trifluoromethyl) cyclohexen-1-yl] ester FC(C1CC=C(CC1)OS(=O)(=O)C(F)(F)F)(F)F